4-(2-nitroethenyl)morpholine [N+](=O)([O-])C=CN1CCOCC1